C1(CCCC1)C1=NC(C2=C(N1)N(N=C2)C(C)C)=O 6-cyclopentyl-1-isopropyl-1H-pyrazolo[3,4-d]pyrimidin-4(7H)-one